tert-Butyl (S)-1-(aminomethyl)-5-bromo-8-((1-isopropyl-1H-1,2,3-triazol-4-yl)methoxy)-3,4-dihydroisoquinoline-2(1H)-carboxylate NC[C@H]1N(CCC2=C(C=CC(=C12)OCC=1N=NN(C1)C(C)C)Br)C(=O)OC(C)(C)C